pyrimidinoisothiazole S1N=CC2=C1C=NC=N2